5-hydroxy-1-oxo-1,2,3,4-tetrahydroisoquinoline-7-carboxylate OC1=C2CCNC(C2=CC(=C1)C(=O)[O-])=O